C(C=C)(=O)[Cu].[W].[C] carbon tungsten alloyl-copper